5-(bromomethyl)-3-(4-methoxyphenyl)-1,2,4-oxadiazole BrCC1=NC(=NO1)C1=CC=C(C=C1)OC